ClC=1C=C(C=C(C1OC1=CN(C(C=C1)=O)C1=CC(=CC=C1)Cl)Cl)N1N=C(C(NC1=O)=O)C#N 2-(3,5-dichloro-4-((1-(3-chlorophenyl)-6-oxo-1,6-dihydropyridin-3-yl)oxy)phenyl)-3,5-dioxo-2,3,4,5-tetrahydro-1,2,4-triazine-6-carbonitrile